3-(2-octyldodecyl)thiophene C(CCCCCCC)C(CC1=CSC=C1)CCCCCCCCCC